(E)-1-(4-chlorophenyl)-3-(3-hydroxy-4-methoxyphenyl)prop-2-en-1-one Ethyl-1-(2-{[(tert-butoxy)carbonyl]amino}ethyl)-4-methyl-1H-imidazole-4-carboxylate C(C)OC(=O)C1(N=CN(C1)CCNC(=O)OC(C)(C)C)C.ClC1=CC=C(C=C1)C(\C=C\C1=CC(=C(C=C1)OC)O)=O